FC1=C(C=CC(=C1)F)NC1=C(C(=O)O)C=CC(=C1)C(F)(F)F 2-((2,4-difluorophenyl)amino)-4-(trifluoromethyl)benzoic acid